6-fluoro-N-(1-(pyrimidin-2-yl)ethyl)-N-((5-(trifluoromethyl)pyridin-2-yl)methyl)nicotinamide FC1=NC=C(C(=O)N(CC2=NC=C(C=C2)C(F)(F)F)C(C)C2=NC=CC=N2)C=C1